N=1CC=NCC1 2,5-Dihydro-pyrazin